7-bromo-5-nitrobenzo[b]thiophene-2-carboxylic acid BrC1=CC(=CC2=C1SC(=C2)C(=O)O)[N+](=O)[O-]